2,2-difluoro-2-phenyl-acetic acid FC(C(=O)O)(C1=CC=CC=C1)F